C(#N)C1=CC(=C(COC2N(CC=CC2)C2=NC=CC=C2)C=C1)F ((4-cyano-2-fluorobenzyl)oxy)-3,6-dihydro-2H-[1,2'-bipyridine]